2-Methyl-thiazole-4-carboxylic acid [3-(5-oxo-5,7-dihydro-pyrrolo[3,4-b]pyridin-6-yl)-adamantan-1-yl]-amide O=C1N(CC2=NC=CC=C21)C21CC3(CC(CC(C2)C3)C1)NC(=O)C=1N=C(SC1)C